hex-3-ene-1,6-diol C(CC=CCCO)O